4-{[6-(5-chloro-2-fluorophenyl)pyridazin-4-yl]amino}quinolin-7-ol hydrobromide HBr Br.Br.ClC=1C=CC(=C(C1)C1=CC(=CN=N1)NC1=CC=NC2=CC(=CC=C12)O)F